3,6-Dimethyl-1,4-dioxan-2,5-dione CC1C(OC(C(O1)=O)C)=O